ClC1=C(C=CC=C1)[C@@H]1[C@@H](CCCC1)N(C([O-])=O)C(CC)OC 1-(2-chlorophenyl)-(R)-1-methoxypropyl-(R)-2-cyclohexylcarbamate